C(CC=C)N1C=NC2=CC=CC=C2C1=O 3-(but-3-enyl)quinazolin-4(3H)-one